tert-butyl (S)-9-chloro-5-methyl-4-oxo-2,3,4,5-tetrahydrobenzo[b][1,4]oxazepin-3-ylcarbamate ClC1=CC=CC2=C1OC[C@@H](C(N2C)=O)NC(OC(C)(C)C)=O